C(=O)C1=C(C=C(C#N)C=C1)OC 4-formyl-3-methoxy-benzonitrile